C(C)(C)(C)OC(=O)N1CC[N+](CC1)(C)[O-] 4-(tert-butoxycarbonyl)-1-methylpiperazine 1-oxide